C1(=CC=C(C=C1)P(C1=CC=C(C=C1)C)C1=CC=C(C=C1)C)C tris(p-tolyl)phosphin